CN(C1CC2(CN(C2)C(=O)C=2SC=CC2C)C1)C=1C2=C(N=CN1)NC=C2 (6-(methyl(7H-pyrrolo[2,3-d]pyrimidin-4-yl)amino)-2-azaspiro[3.3]heptan-2-yl)(3-methylthiophen-2-yl)methanone